N1N=C(C=C1)C1=CC=C2C(=CC(=NC2=C1)N)NCCC1CCOCC1 7-(1H-pyrazol-3-yl)-N4-(2-(tetrahydro-2H-pyran-4-yl)ethyl)quinoline-2,4-diamine